C(C(=C)C)(=O)OCCCCCCCCCCCSC=1SC(=NN1)S 2-(11-methacryloyloxyundecylthio)-5-mercapto-1,3,4-thiadiazole